C[N+](CCCC)(C)C trimethylbut-1-ylammonium